C1(CC1)CN([C@@H]1CC[C@H](CC1)N(C1=C(C(N(C2=CC=CN=C12)C)=O)C#N)C)C1=CC(=CC=C1)OC trans-4-((4-((cyclopropylmethyl)(3-methoxyphenyl)amino)cyclohexyl)(methyl)amino)-1-methyl-2-oxo-1,2-dihydro-1,5-naphthyridine-3-carbonitrile